tert-butyl (1R,3s,5S)-3-(6-(3-(4-amino-1-isopropyl-1H-pyrazolo[3,4-d]pyrimidin-3-yl)-5-cyclopropylisoxazol-4-yl)pyridin-3-yl)-8-azabicyclo[3.2.1]octane-8-carboxylate NC1=C2C(=NC=N1)N(N=C2C2=NOC(=C2C2=CC=C(C=N2)C2C[C@H]1CC[C@@H](C2)N1C(=O)OC(C)(C)C)C1CC1)C(C)C